(3-(4-chloropyrimidin-2-yl) tetrahydrofuran-3-yl) S-methyldithiocarbonate CS(C([O-])=S)C1(COCC1)C1=NC=CC(=N1)Cl